methyl (2R,3R)-3-methoxy-1-phenylpyrrolidine-2-carboxylate CO[C@H]1[C@@H](N(CC1)C1=CC=CC=C1)C(=O)OC